1-cyclohexyl-6,7-dimethoxyisochroman C1(CCCCC1)C1OCCC2=CC(=C(C=C12)OC)OC